N-(6-(5-(tert-butyl)-1,3,4-oxadiazol-2-yl)-1-(4-(tert-butyl)phenyl)-1H-pyrazolo[3,4-d]pyrimidin-4-yl)-5-nitrothiophene-2-carboxamide C(C)(C)(C)C1=NN=C(O1)C1=NC(=C2C(=N1)N(N=C2)C2=CC=C(C=C2)C(C)(C)C)NC(=O)C=2SC(=CC2)[N+](=O)[O-]